1-((4-(5-(1-methyl-1H-indole-2-yl)-1,2,4-oxadiazol-3-yl)naphthalen-1-yl)methyl)azetidine-3-carboxylic acid CN1C(=CC2=CC=CC=C12)C1=NC(=NO1)C1=CC=C(C2=CC=CC=C12)CN1CC(C1)C(=O)O